(1S,4s)-4-(4-(((R)-1-(3-(difluoromethyl)-2-fluorophenyl)ethyl)amino)-2,10-dimethyl-9,10-dihydro-8H-[1,4]oxazino[2,3-H]quinazolin-6-yl)-4-hydroxy-N,N-dimethylcyclohexanecarboxamide FC(C=1C(=C(C=CC1)[C@H](C)NC1=NC(=NC2=C3C(=C(C=C12)C1(CCC(CC1)C(=O)N(C)C)O)OCCN3C)C)F)F